FC1(C[C@H](CN(C1)C(=O)OC1=NC=C(C=C1)Cl)N1C(CC(CC1)O)=O)F 5-Chloropyridin-2-yl (3'R)-5',5'-difluoro-4-hydroxy-2-oxo[1,3'-bipiperidine]-1'-carboxylate